C(C([2H])([2H])[2H])([2H])([2H])C1=C(C(=NC=C1)C1=NC=CC=C1)C1=CC=CC=C1 (ethyl-d5)phenylbipyridine